N1=C(N=CC=C1)NC(CN1C(C2=CC=3SC(=CC3N2[C@@H](C1)C)Cl)=O)=O |r| N-Pyrimidin-2-yl-2-[rac-(12R)-4-chloro-12-methyl-9-oxo-5-thia-1,10-diazatricyclo[6.4.0.02,6]dodeca-2(6),3,7-trien-10-yl]acetamide